OC=1C(=NC=CC1OC)C(=O)N[C@H](C(=O)N[C@H](C(C1=CC=C(C=C1)OC)(C1=CC=C(C=C1)OC)O)C)C 3-hydroxy-N-((S)-1-(((S)-1-hydroxy-1,1-bis(4-methoxyphenyl)propan-2-yl)amino)-1-oxopropan-2-yl)-4-methoxypicolinamide